pentaerythritol tetrakis(3-myristylthiopropionate) C(CCCCCCCCCCCCC)CCC(=S)OCC(COC(CCCCCCCCCCCCCCCC)=S)(COC(CCCCCCCCCCCCCCCC)=S)COC(CCCCCCCCCCCCCCCC)=S